COC=1C=C(C=CC1)C1(CCNCC1)C(=O)OC methyl 4-(3-methoxyphenyl)piperidine-4-carboxylate